(1s,2s)-2-(6-chloro-pyridin-3-yl)-cyclopropanecarboxylic acid ethyl ester C(C)OC(=O)[C@@H]1[C@H](C1)C=1C=NC(=CC1)Cl